ClC1=CNC2=C(C=CC(=C12)Cl)NS(=O)(=O)C1=CC=C(C=C1)OC1CC2(CN(C2)C)C1 N-(3,4-dichloro-1H-indol-7-yl)-4-((2-methyl-2-azaspiro[3.3]heptan-6-yl)oxy)benzenesulfonamide